ClC1=C(SC=2C1=NC(=CC2OCOC)Cl)C=O 3,5-dichloro-7-(methoxymethoxy)thieno[3,2-b]pyridine-2-carbaldehyde